(S)-2-((2-((S)-4-(difluoromethyl)-2-carbonyloxazolidin-3-yl)-5,6-dihydrobenzo[f]imidazo[1,2-d][1,4]oxazepin-9-yl)(methyl)amino)propionamide FC([C@H]1N(C(OC1)=C=O)C=1N=C2N(CCOC3=C2C=CC(=C3)N([C@H](C(=O)N)C)C)C1)F